5-amino-6'-methyl-3-trifluoromethyl-[2,3]bipyridinyl-6-carboxylic acid (3,3,3-trifluoro-2-hydroxy-2-methyl-propyl)-amide FC(C(CNC(=O)C1=C(C=C(C(=N1)C=1C=NC(=CC1)C)C(F)(F)F)N)(C)O)(F)F